N1=NCCCC(CCC1)[2H] Diazacyclononene-6-d